5-(bromomethyl)benzene BrCC=1C=CC=CC1